4-((1R,5S)-3,8-diazabicyclo[3.2.1]octan-3-yl)-7-(4-ethyl-1H-indol-3-yl)-6,8-difluoro-2-((tetrahydro-1H-pyrrolizin-7a(5H)-yl)methoxy)quinazoline [C@H]12CN(C[C@H](CC1)N2)C2=NC(=NC1=C(C(=C(C=C21)F)C2=CNC1=CC=CC(=C21)CC)F)OCC21CCCN1CCC2